methyl 4-amino-7-bromo-2-oxo-1-(quinoxalin-5-yl)-1,2-dihydroquinoline-3-carboxylate NC1=C(C(N(C2=CC(=CC=C12)Br)C1=C2N=CC=NC2=CC=C1)=O)C(=O)OC